N1=CN=CC=C1 RACEMIC-PYRIMIDINE